CN1C(NC=CC1=O)=O N3-methyl-uracil